N1=CCCC(=C1)C(=O)O Pyridine-5(4H)-carboxylic acid